(6S,13S)-di-tert-butyl 9,10-diamino-5,8,11,14-tetraoxo-6,13-bis(4-(((2-(trimethylsilyl) ethoxy) carbonyl) amino) butyl)-4,7,12,15-tetraazaoctadecane-1,18-dioate NC(C(N[C@H](C(NCCC(=O)OC(C)(C)C)=O)CCCCNC(=O)OCC[Si](C)(C)C)=O)C(C(N[C@H](C(NCCC(=O)OC(C)(C)C)=O)CCCCNC(=O)OCC[Si](C)(C)C)=O)N